N1N=NN=C1CCN 2-(1H-tetrazol-5-yl)ethan-1-amine